N-[(3-chlorophenyl)methyl]-2-(5-phenyl-1,3,4-oxadiazol-2-yl)-N-[4-(1H-pyrazol-4-yl)phenyl]acetamide ClC=1C=C(C=CC1)CN(C(CC=1OC(=NN1)C1=CC=CC=C1)=O)C1=CC=C(C=C1)C=1C=NNC1